5-[(5'S,7a'R)-5'-(3-methoxyphenyl)-3'-oxotetrahydro-1H,3'H-spiro[piperidine-4,2'-pyrrolo[2,1-b][1,3]oxazol]-1-yl][1,2,4]triazolo[1,5-a]pyridine-8-carbonitrile COC=1C=C(C=CC1)[C@@H]1CC[C@H]2OC3(C(N21)=O)CCN(CC3)C3=CC=C(C=2N3N=CN2)C#N